OCC=1C(=NC(NC1)=O)N C5-hydroxymethylcytosine